FC1=CC=C(CN2N=C(C=C2)C(=O)O)C=C1 (4-fluorobenzyl)-1H-pyrazole-3-carboxylic Acid